C(C)OC(=O)C=1NC2=CC=C(C=C2C1)NC([C@H](CC1=CC=CC=C1)NC(=O)OC(C)(C)C)=O (S)-5-(2-((tert-butoxycarbonyl)amino)-3-phenylpropionamido)-1H-indole-2-carboxylic acid ethyl ester